methyl 3-amino-3-(4-isopropylphenyl)propanoate NC(CC(=O)OC)C1=CC=C(C=C1)C(C)C